endo-4-(4-chlorobenzyl)-2-(4-methyl-3-(pyridazin-4-yl)-1H-pyrazol-5-yl)-2-aza-bicyclo[3.1.0]hexan-3-one ClC1=CC=C(CC2C(N(C3CC23)C2=C(C(=NN2)C2=CN=NC=C2)C)=O)C=C1